ethylenediamine hydrogencarbonate C(O)(O)=O.C(CN)N